ClC1=C(C=CC(=C1)C(=O)N1[C@H]([C@@H](N(CC1)C1=CC(=CC=C1)Cl)C)C)S(=O)(=O)CC(=O)OCC |r| (±)-Ethyl 2-((2-chloro-4-(4-(3-chlorophenyl)-trans-2,3-dimethylpiperazine-1-carbonyl)phenyl)sulfonyl)acetate